CC1=NC=CC=C1SC=1C=2N(C(=NC1)N1CCC3(CCC[C@H]3N)CC1)N=CN2 (R)-8-(8-((2-methylpyridin-3-yl)thio)-[1,2,4]triazolo[1,5-c]pyrimidin-5-yl)-8-azaspiro[4.5]decan-1-amine